CN1CCC(CC1)COC1=CC=C(C=C1)[C@@H]1NC[C@H](CC1)C 1-methyl-4-((4-((2R,5S)-5-methylpiperidin-2-yl)Phenoxy)methyl)piperidine